(R)-N-(2-cyclopropyl-4-methyl-5-oxo-5,6,7,8-tetrahydro-4H-pyrazolo[1,5-a][1,3]diazepin-6-yl)-1H-1,2,4-triazole-3-carboxamide C1(CC1)C1=NN2C(N(C([C@@H](CC2)NC(=O)C2=NNC=N2)=O)C)=C1